undecanedioic acid di-tert-butyl ester C(C)(C)(C)OC(CCCCCCCCCC(=O)OC(C)(C)C)=O